N-(2-(2,6-dioxopiperidin-3-yl)-1-oxoisoindolin-5-yl)-1-(methoxymethyl)-5-methylisoindoline-2-carboxamide O=C1NC(CCC1N1C(C2=CC=C(C=C2C1)NC(=O)N1C(C2=CC=C(C=C2C1)C)COC)=O)=O